CC1=CN=C(C=2NC3=CC=CC=C3C21)[C@@H](C)NC(C)=O (R)-N-(1-(4-methyl-9H-pyrido[3,4-b]indol-1-yl)ethyl)acetamide